NCCOCCOCCOCCOC=1C=C(C=C(C1)C(C)(C)C)NC(=O)C=1N=NN(C1C)C1=C(C=CC(=C1)OC)OC N-(3-(2-(2-(2-(2-aminoethoxy)ethoxy)ethoxy)ethoxy)-5-(tert-butyl)phenyl)-1-(2,5-dimethoxyphenyl)-5-methyl-1H-1,2,3-triazole-4-carboxamide